FC1=C(C=C(C(=C1)C)C1=CC2=C(N=C(N=C2)NC)N2C1=NCC2)NC(C2=NC=CC(=C2)C(C)(C)O)=O N-(2-fluoro-4-methyl-5-(2-(methylamino)-8,9-dihydroimidazo[1',2':1,6]pyrido[2,3-d]pyrimidin-6-yl)phenyl)-4-(2-hydroxypropan-2-yl)picolinamide